CN(C(CC)=O)CC1=CC=CC(=C1)C(F)(F)F N-methyl-N-(5-trifluoromethylphenyl)methylpropionamide